(1E,3E)-5-[(2E)-1,3,3-trimethyl-5-sulfo-2,3-dihydro-1H-indol-2-ylidene]penta-1,3-dien CN1\C(\C(C2=CC(=CC=C12)S(=O)(=O)O)(C)C)=C\C=C\C=C